tert-butyl 2'-oxo-1'-(5-(trifluoromethyl)pyridin-2-yl)-3-azaspiro[bicyclo[3.2.1]octane-8,3'-pyrrolidine]-3-carboxylate O=C1N(CCC12C1CN(CC2CC1)C(=O)OC(C)(C)C)C1=NC=C(C=C1)C(F)(F)F